N-((3-(2,6-difluoro-3,5-dimethoxyphenyl)-2-oxo-1-(pyridin-3-yl)-1,2,3,4-tetrahydropyrido[4,3-d]pyrimidin-7-yl)methyl)acrylamide FC1=C(C(=C(C=C1OC)OC)F)N1C(N(C2=C(C1)C=NC(=C2)CNC(C=C)=O)C=2C=NC=CC2)=O